2-(5-(2-(4-([1,1'-biphenyl]-4-carbonyl)-2-propylphenoxy)ethoxy)-1H-indazol-1-yl)-2-ethoxyacetic acid C1(=CC=C(C=C1)C(=O)C1=CC(=C(OCCOC=2C=C3C=NN(C3=CC2)C(C(=O)O)OCC)C=C1)CCC)C1=CC=CC=C1